2-((1-(6-methyl-4-oxo-2-(4-(piperazin-1-yl)phenyl)-4H-chromen-8-yl)ethyl)amino)benzoic acid CC=1C=C2C(C=C(OC2=C(C1)C(C)NC1=C(C(=O)O)C=CC=C1)C1=CC=C(C=C1)N1CCNCC1)=O